FC1(OC2=C(O1)C=CC(=C2)N(C(=O)C=2C=C(C=CC2)N2N=C(C=1CCCC(C21)CC=2C=CC=NC2)C(F)(F)F)C)F 5-[[1-[3-[(2,2-Difluoro-1,3-benzodioxol-5-yl)-methyl-carbamoyl]phenyl]-3-(trifluoromethyl)-4,5,6,7-tetrahydroindazol-7-yl]methyl]pyridin